N-(3-(6-(2-chlorophenyl)quinazolin-8-yl)phenyl)acrylamide ClC1=C(C=CC=C1)C=1C=C2C=NC=NC2=C(C1)C=1C=C(C=CC1)NC(C=C)=O